(3S)-1-[3-[5-(2-Chloro-4-methylsulfonyl-phenyl)-2-pyridyl]azetidine-1-carbonyl]pyrrolidine-3-carboxamide ClC1=C(C=CC(=C1)S(=O)(=O)C)C=1C=CC(=NC1)C1CN(C1)C(=O)N1C[C@H](CC1)C(=O)N